(S)-6-(2,2-difluoro-6-(1-methyl-1H-pyrazol-4-yl)morpholino)-8-(2,4-difluorophenyl)-2,3-dimethylpyrido[3,4-d]pyrimidin-4(3H)-one FC1(O[C@H](CN(C1)C1=CC2=C(N=C(N(C2=O)C)C)C(=N1)C1=C(C=C(C=C1)F)F)C=1C=NN(C1)C)F